FC=1C(=C(C=CC1)C(C)(C)O)OC 2-(3-fluoro-2-methoxy-phenyl)propan-2-ol